CN(C=1SC2=C(N1)SC=N2)C2CC(NC(C2)(C)C)(C)C 5-[methyl(2,2,6,6-tetramethylpiperidin-4-yl)amino][1,3]thiazolo[5,4-d][1,3]thiazol